2-(((5-(3-isopropyl-2-(1H-pyrazolo[3,4-b]pyridin-4-yl)-1H-indol-5-yl)-1,3,4-oxadiazol-2-yl)methyl)amino)acetonitrile C(C)(C)C1=C(NC2=CC=C(C=C12)C1=NN=C(O1)CNCC#N)C1=C2C(=NC=C1)NN=C2